ClC=1C=C(C=CC1Cl)NC(=O)[C@@H]1[C@@H]2CC[C@H]([C@H]1C1=CC=NC=C1)O2 (1S,2S,3R,4R)-N-(3,4-dichlorophenyl)-3-(pyridin-4-yl)-7-oxabicyclo[2.2.1]heptane-2-carboxamide